(2R)-1-[(1R)-1-[bis(3,5-dimethylphenyl)phosphino]ethyl]-2-(di-2-furyl-phosphino)ferrocene CC=1C=C(C=C(C1)C)P([C@H](C)[C-]1C(=CC=C1)P(C=1OC=CC1)C=1OC=CC1)C1=CC(=CC(=C1)C)C.[CH-]1C=CC=C1.[Fe+2]